Methyl-3,3-difluoro-N-methyl-cyclobutylamine hydrochloride Cl.CN(C)C1CC(C1)(F)F